NC1CCN(CC1)C=1N=C(NC(C1Cl)=O)C1=CC(=NC=C1)F 4-(4-amino-1-piperidinyl)-5-chloro-2-(2-fluoro-4-pyridinyl)-1H-pyrimidin-6-one